(1,1-dimethylsilacyclohexan-4-yl)-6-methoxy-1H-pyrrolo[2,3-b]pyridine-2-carboxamide C[Si]1(CCC(CC1)N1C(=CC=2C1=NC(=CC2)OC)C(=O)N)C